1,4-dihydroxybutane-2-sulfonic acid sodium salt [Na+].OCC(CCO)S(=O)(=O)[O-]